C(C)OC(=O)C1=CN(C2=CC=CC=C2C1=O)C1(CN(C1)CCOC)C 1-[1-(2-methoxyethyl)-3-methylazetidin-3-yl]-4-oxo-1,4-dihydroquinoline-3-carboxylic acid ethyl ester